PHENYLETHYLACETAT C1(=CC=CC=C1)CCOC(C)=O